O=C1NC(CCC1NC(C1=C(C=C(C=C1)C1CCN(CC1)CC1CCN(CC1)C1=CC(=CC=C1)S(=O)(=O)N1CCC(CC1)NC1=NC=C(C=N1)C(F)(F)F)F)=O)=O N-(2,6-dioxopiperidin-3-yl)-2-fluoro-4-(1-((1-(3-((4-((5-(trifluoromethyl)pyrimidin-2-yl)amino)piperidin-1-yl)sulfonyl)phenyl)piperidin-4-yl)methyl)piperidin-4-yl)benzamide